((S)-4-acryloyl-2-methylpiperazin-1-yl)-1-(2-isopropyl-4-methylpyridin-3-yl)-7-(5-methyl-1H-indazol-4-yl)-2-oxo-1,2-dihydropyrido[2,3-d]pyrimidine-6-carbonitrile C(C=C)(=O)N1C[C@@H](N(CC1)C=1C2=C(N(C(N1)=O)C=1C(=NC=CC1C)C(C)C)N=C(C(=C2)C#N)C2=C1C=NNC1=CC=C2C)C